3α,6α,7β,12α-tetrahydroxy-5β-cholan-24-oic acid O[C@H]1C[C@H]2[C@H]([C@@H]([C@H]3[C@@H]4CC[C@H]([C@@H](CCC(=O)O)C)[C@]4([C@H](C[C@@H]3[C@]2(CC1)C)O)C)O)O